4,6,7,8-tetrahydropyrazolo[4,3-c]azepine-5-carboxylate N1N=CC=2CN(CCCC21)C(=O)[O-]